1-[2-chloro-4-(trifluoromethyl)phenyl]-4-[5-fluoro-6-(1-methyl-1H-pyrrol-2-yl)pyridin-3-yl]-N-[2-(methylamino)ethyl]piperidine-4-carboxamide ClC1=C(C=CC(=C1)C(F)(F)F)N1CCC(CC1)(C(=O)NCCNC)C=1C=NC(=C(C1)F)C=1N(C=CC1)C